tert-butyl (4-(3-amino-4-carbamoyl-6-chloro-2,5-difluorophenyl)-3-cyano-7-fluorothieno[3,2-c]pyridin-2-yl)carbamate NC=1C(=C(C(=C(C1C(N)=O)F)Cl)C1=NC=C(C2=C1C(=C(S2)NC(OC(C)(C)C)=O)C#N)F)F